FC=1C(=NC(=NC1)N[C@@H]1CN(CC1)C(=O)OC(C)(C)C)C1=CC(=CC=C1)N1C(C=CC=C1)=O tert-butyl (S)-3-((5-fluoro-4-(3-(2-oxopyridin-1(2H)-yl)phenyl)pyrimidin-2-yl)amino)pyrrolidine-1-carboxylate